1-(11Z-docosenoyl)-2-(9Z-hexadecenoyl)-glycero-3-phosphoserine CCCCCCCCCC/C=C\CCCCCCCCCC(=O)OC[C@H](COP(=O)(O)OC[C@@H](C(=O)O)N)OC(=O)CCCCCCC/C=C\CCCCCC